3-Hexylnonyl 8-bromooctanoate BrCCCCCCCC(=O)OCCC(CCCCCC)CCCCCC